Ethyl (3S)-1-(5-ethyl-3-pyridyl)piperidine-3-carboxylate C(C)C=1C=C(C=NC1)N1C[C@H](CCC1)C(=O)OCC